3-hydroxy-1'-((2-(Trimethylsilyl)ethoxy)methyl)spiro[cyclopentane-1,3'-pyrrolo[2,3-b]pyridine]-2'(1'H)-one-3-d OC1(CC2(C(N(C3=NC=CC=C32)COCC[Si](C)(C)C)=O)CC1)[2H]